4,4-diamino-2,2-diphenyl-thiazole NC1(NC(SC1)(C1=CC=CC=C1)C1=CC=CC=C1)N